CC=1C(=C(N)C=CC1)N1CC(C1)C1=CC=CC=C1 3-methyl-2-(3-phenylazetidin-1-yl)aniline